(R)-8-bromo-4-((1-(3-(1,1-difluoroethyl)-2-fluorophenyl)ethyl)amino)-6-(1-(fluoromethyl)cyclopropyl)-2-methylpyrido[4,3-d]pyrimidin-7(6H)-one BrC=1C(N(C=C2C1N=C(N=C2N[C@H](C)C2=C(C(=CC=C2)C(C)(F)F)F)C)C2(CC2)CF)=O